[Mg+2].C(CCCCC(=O)[O-])(=O)[O-] adipic acid, magnesium salt